N-(1-(8-((5-(4-methylpiperazin-1-yl)pyridin-2-yl)amino)-1-oxo-1,2-dihydroisoquinolin-6-yl)piperidin-3-yl)acrylamide CN1CCN(CC1)C=1C=CC(=NC1)NC=1C=C(C=C2C=CNC(C12)=O)N1CC(CCC1)NC(C=C)=O